methyl (1S,3R)-1-(4-(((3R,5R,7R)-adamantan-1-yl)amino)phenyl)-2,3,4,9-tetrahydro-1H-pyrido[3,4-b]indole-3-carboxylate C12(CC3CC(CC(C1)C3)C2)NC2=CC=C(C=C2)[C@@H]2N[C@H](CC3=C2NC2=CC=CC=C32)C(=O)OC